ClC1=CNC2=NC=C(C=C21)C2=NN1C(C3(CCC1)CCN(CC3)CC=3NC=CN3)=C2 2'-(3-chloro-1H-pyrrolo[2,3-b]pyridin-5-yl)-1-[(1H-imidazol-2-yl)methyl]-6',7'-dihydro-5'H-spiro[piperidine-4,4'-pyrazolo[1,5-a]pyridine]